2,6-diaminopimeloyl-D-alanyl-D-alanine NC(C(=O)N[C@H](C)C(=O)N[C@H](C)C(=O)O)CCCC(C(=O)O)N